(R)-2-amino-3-(3-(diethylamino)-5-fluorobenzamido)propanoic acid N[C@@H](C(=O)O)CNC(C1=CC(=CC(=C1)F)N(CC)CC)=O